C(C)(C)(C)C1=C(C(=CC(=C1)C)CC1=C(C(=CC(=C1)C)C(C)(C)C)O)OC(C=C)=O.CC1=C(C(=CC(=C1)OCC)C)P(C1=C(C=C(C=C1C)OCC)C)C1=C(C=C(C=C1C)OCC)C tris(2,6-dimethyl-4-ethoxyphenyl)phosphine 2-t-butyl-6-(3-t-butyl-2-hydroxy-5-methylbenzyl)-4-methylphenyl-acrylate